C(C)(=O)OCC\C=C/CCCCCCCCCC z-3-tetradecenyl acetate